2,2,3,3,4,4-Hexafluoro-1,5-pentyl diacrylate C=CC(=O)OCC(C(C(COC(=O)C=C)(F)F)(F)F)(F)F